strontium-lithium-aluminum [Al].[Li].[Sr]